ClC1=C(C(=O)N[C@H](C(=O)OC)CNC(CNC(C2=CC(=CC=C2)NC2=NC=CC(=C2)C)=O)=O)C(=CC=C1)Cl (S)-methyl 2-(2,6-dichlorobenzamido)-3-(2-(3-(4-methylpyridin-2-ylamino)benzamido)acetamido)propanoate